(2S,4R)-4-hydroxy-2-({(1R)-2-hydroxy-1-[4-(4-methyl-1,3-thiazol-5-yl)phenyl]ethyl}carbamoyl)pyrrol OC=1C=C(NC1)C(N[C@@H](CO)C1=CC=C(C=C1)C1=C(N=CS1)C)=O